C(C)(C)(C)OC(=O)N1C(C(CC1)(F)F)CC(=O)O (1-(tert-Butoxycarbonyl)-3,3-difluoropyrrolidin-2-yl)acetic acid